O1C2=C(C(=C1)C=1C=C(SC1)C(C(=O)O)CC=O)SC=C2 (4-(thieno[3,2-b]furan-3-yl)thiophen-2-yl)-4-oxobutanoic acid